Cl.N[C@@H](CC(=O)OC)C1=CC=C(C=C1)S(=O)(=O)CC methyl (S)-3-amino-3-(4-(ethylsulfonyl)phenyl)propionate hydrochloride